The molecule is 1-(2,4-dichloro-10,11-dihydrodibenzo[a,d][7]annulen-5-yl)imidazole that is the (R)-enantiomer of eberconazole. It is a conjugate base of a (R)-eberconazole(1+). It is an enantiomer of a (S)-eberconazole. C1CC2=C([C@@H](C3=CC=CC=C31)N4C=CN=C4)C(=CC(=C2)Cl)Cl